COC(=O)C=1C=2C(=CNC2C=CC1)CC[N+](=O)[O-] 3-(2-nitroethyl)-1H-indole-4-carboxylic acid methyl ester